C(CCCCCCC)N1SC=CC1=O 2-octyl-3(2H)-isothiazolone